FC1=C(OCC(=O)NCCCCCCCCCCNC2=CC3=C(N=NN(C3=O)C3C(NC(CC3)=O)=O)C=C2)C(=CC=C1F)C=1N=C(SC1)N1CCOCC1 2-(2,3-difluoro-6-(2-morpholinothiazol-4-yl)phenoxy)-N-(10-((3-(2,6-dioxopiperidin-3-yl)-4-oxo-3,4-dihydro-benzo[d][1,2,3]triazin-6-yl)amino)decyl)acetamide